1,3,5-trimethylsulfonyl-benzene CS(=O)(=O)C1=CC(=CC(=C1)S(=O)(=O)C)S(=O)(=O)C